(3E)-1-chloro-12,12-dipropoxy-3-dodecene ClCC\C=C\CCCCCCCC(OCCC)OCCC